(2S)-2-[4-bromo-2-(4-butoxy-4,5-dihydroisoxazol-3-yl)phenoxy]-3-cyclobutyl-propionic acid ethyl ester C(C)OC([C@H](CC1CCC1)OC1=C(C=C(C=C1)Br)C1=NOCC1OCCCC)=O